NCC1CCC(CC1)NC1=CC=CC=C1 N-(4-(aminomethyl)cyclohexyl)aniline